CC1=C(C=C(C(=C1)OCC)C)B(O)O 2,5-DIMETHYL-4-ETHOXYPHENYLBORONIC ACID